ONC(=N)C1=CC2=C(CN([C@H](CO2)C)C(=O)C2(CCOCC2)C)C=C1 (3S)-N-hydroxy-3-methyl-4-[(4-methyloxan-4-yl)carbonyl]-3,5-dihydro-2H-1,4-benzoxazepine-8-carboximidamide